(2-methyl-1-(((3-methylpyridin-2-yl)methyl)amino)-1-oxopropan-2-yl)carbamic acid tert-butyl ester C(C)(C)(C)OC(NC(C(=O)NCC1=NC=CC=C1C)(C)C)=O